ClC1=CC=C(CN2C(=NC=3N(C(N(C(C23)=O)CCCO)=O)CC)OC)C=C1 7-(4-chlorobenzyl)-3-ethyl-1-(3-hydroxypropyl)-8-methoxy-1H-purine-2,6(3H,7H)-dione